C1(=CC=CC=C1)[C@@H]1N=C(OC1)C1=C(N)C=CC=C1 (S)-2-(4-phenyl-4,5-dihydrooxazol-2-yl)aniline